OC1=C(C(=CC(=C1)C)C)C1=CC=C(N=N1)N1CC(OCC1)CC(=O)O 2-[4-[6-(2-hydroxy-4,6-dimethyl-phenyl)pyridazin-3-yl]morpholin-2-yl]acetic acid